4-(4-methyl-2-phenylpiperazine-1-carbonyl)-3-pyrrolidin-1-ylbenzonitrile CN1CC(N(CC1)C(=O)C1=C(C=C(C#N)C=C1)N1CCCC1)C1=CC=CC=C1